1-(((5S,7S)-3-(5-(dimethylamino)pyrazin-2-yl)-7-methyl-2-oxo-1-oxa-3-azaspiro[4.5]decane-7-yl)methyl)-1H-benzo[d]imidazole-6-carbonitrile CN(C=1N=CC(=NC1)N1C(O[C@]2(C1)C[C@@](CCC2)(C)CN2C=NC1=C2C=C(C=C1)C#N)=O)C